[Na+].C1(=CC=CC=C1)OP(=O)(OC1=CC=CC=C1)[O-].[Na+] sodium diphenylphosphate, sodium salt